C(C1=CC=CC=C1)OCC1CCC(CC1)C=1N=C2N(C=C(C(=C2)C(=O)OCC)Br)C1 Ethyl 2-((1r,4r)-4-((benzyloxy)methyl)cyclohexyl)-6-bromoimidazo[1,2-a]pyridine-7-carboxylate